C(CCCOCC(CC=CC(=O)[O-])O)OCC(CC=CC(=O)[O-])O 1,4-butanediylbis[oxy(2-hydroxy-3,1-propanediyl)]diacrylate